β-(3,4-epoxycyclohexyl)ethyldimethoxyethylsilane C1(CC2C(CC1)O2)CC[SiH2]CC(OC)OC